trans-2-(2-pyridyl)cyclopropanecarboxylic acid N1=C(C=CC=C1)[C@H]1[C@@H](C1)C(=O)O